N(=[N+]=[N-])[C@@H]1[C@@H]([C@H]([C@H](OCC=C)O[C@@H]1C)NC(C(Cl)(Cl)Cl)=O)OCC1=CC=CC=C1 Allyl 4-azido-3-O-benzyl-2-trichloroacetamido-2,4,6-trideoxy-β-D-galactopyranoside